N,N-didodecyl-4-butylanilinium tetrakis(pentafluorophenyl)borate FC1=C(C(=C(C(=C1[B-](C1=C(C(=C(C(=C1F)F)F)F)F)(C1=C(C(=C(C(=C1F)F)F)F)F)C1=C(C(=C(C(=C1F)F)F)F)F)F)F)F)F.C(CCCCCCCCCCC)[NH+](C1=CC=C(C=C1)CCCC)CCCCCCCCCCCC